NC1=CC=C(OC2=CC=C(C=C2)C(C)C2=CC=C(C=C2)OC2=CC=C(C=C2)N)C=C1 bis[4-(4-aminophenoxy)phenyl]ethane